3-((4-isopropylphenyl)amino)-5-(1-methyl-1H-pyrazol-3-yl)-4H-benzo[e][1,2,4]thiadiazine 1,1-dioxide C(C)(C)C1=CC=C(C=C1)NC1=NS(C2=C(N1)C(=CC=C2)C2=NN(C=C2)C)(=O)=O